6-chloro-2-((2-(1-methylpyrrolidin-3-yl)ethyl)thio)-1,4-dihydroquinazoline dihydrochloride Cl.Cl.ClC=1C=C2CN=C(NC2=CC1)SCCC1CN(CC1)C